chloroorthoacetate C(C)([O-])([O-])Cl